ClC=1C=C(C=C(C1OC=1N(NC(C1)=O)C)Cl)N1N=C(C(NC1=O)=O)C#N 2-(3,5-dichloro-4-((2-methyl-5-oxo-2,5-dihydro-1H-pyrazol-3-yl)oxy)phenyl)-3,5-dioxo-2,3,4,5-tetrahydro-1,2,4-triazine-6-carbonitrile